N1C=C(C=2C1=NC=CC2)C2=CC(=C(OC[C@](CC(C)C)(N)C)C=C2)C(F)(F)F (S)-1-{4-(1H-pyrrolo[2,3-b]pyridin-3-yl)-2-(trifluoromethyl)phenoxy}-2,4-dimethylpentane-2-amine